C12CN(CC(CC1)O2)C2=CC(=NC=1N2N=CC1I)N1CC2CCC(C1)O2 3-(7-(8-oxa-3-azabicyclo[3.2.1]octane-3-yl)-3-iodopyrazolo[1,5-a]pyrimidin-5-yl)-8-Oxa-3-azabicyclo[3.2.1]octane